(4R,11bS)-4-(2-((S)-Cyclohexyl(phenyl)silyl)phenyl)-4,5-dihydro-3H-dinaphtho[2,1-c:1',2'-e]phosphepine C1(CCCCC1)[Si@H](C1=C(C=CC=C1)P1CC2=C(C3=C(C1)C=CC1=CC=CC=C13)C=1C=CC=CC1C=C2)C2=CC=CC=C2